ClS1C[C@H](CN2C(N=C(C3=CC(=CC1=C23)C(F)(F)F)N2C[C@@H](N[C@@H](C2)C)C)=O)C=2C=NC=CC2 (S)-l-1-chloro-8-((3S,5R)-3,5-dimethylpiperazin-1-yl)-3-(pyridin-3-yl)-10-(trifluoromethyl)-3,4-dihydro-2H,6H-[1,4]thiazepino[2,3,4-ij]quinazolin-6-one